B([O-])([O-])[O-].[B+3].[B+3].B([O-])([O-])[O-] diboron borate